(E)-ethyl 3-(2-ethyl-7-fluoro-3-(4-methoxy-2-methylphenyl)-4-oxo-3,4-dihydroquinazolin-6-yl)acrylate C(C)C1=NC2=CC(=C(C=C2C(N1C1=C(C=C(C=C1)OC)C)=O)/C=C/C(=O)OCC)F